(1R,3S,4R,5R)-2-benzyl 3-methyl 4-allyl-4-methyl-2-azabicyclo[3.2.0]heptane-2,3-dicarboxylate C(C=C)[C@]1([C@H](N([C@@H]2CC[C@H]12)C(=O)OCC1=CC=CC=C1)C(=O)OC)C